5-((3-(4-(Trifluoromethyl)phenyl)isoxazol-5-yl)amino)picolinonitrile FC(C1=CC=C(C=C1)C1=NOC(=C1)NC=1C=CC(=NC1)C#N)(F)F